2-{7-[(7S)-4-azaspiro[2.5]octan-7-yl]-7H-pyrrolo[2,3-c]pyridazin-3-yl}-5-(1H-1,2,3-triazol-1-yl)pyridine-3-ol trifluoroacetate FC(C(=O)O)(F)F.C1CC12NCC[C@@H](C2)N2C=CC1=C2N=NC(=C1)C1=NC=C(C=C1O)N1N=NC=C1